NCCCNC(C(=C)C)=O methacrylic acid, aminopropylamide